C(C)OC(=O)C1=COC(=CC1=O)C1=C(C=C(C(=C1)C)OCC1=CC=CC=C1)OCC1=CC=CC=C1 6-(2,4-bis(benzyloxy)-5-methylphenyl)-4-oxo-4H-pyran-3-carboxylic acid ethyl ester